2,2-difluoro-1,3-diisothiocyanatopropane FC(CN=C=S)(CN=C=S)F